2,3-bIpyridinyl N1=C(C=CC=C1)C=1C=NC=CC1